(3R,4S)-N-(1-chloroisoquinolin-5-yl)-4-phenylpyrrolidine-3-carboxamide ClC1=NC=CC2=C(C=CC=C12)NC(=O)[C@H]1CNC[C@@H]1C1=CC=CC=C1